C1(CC(C(CC1)C(C)C)NC=1C(C(=O)O)=CC=CC1)C.C1(CC(C(CC1)C(C)C)OC(C=1C(N)=CC=CC1)=O)C Menthyl-anthranilate (menthyl anthranilate)